FC1=CC(=C(C=C1)C1=CN=C2SC(=NN21)N2CCC1(COC(=N1)N)CC2)OC 8-(5-(4-fluoro-2-methoxyphenyl)imidazo[2,1-b][1,3,4]thiadiazol-2-yl)-3-oxa-1,8-diazaspiro[4.5]dec-1-en-2-amine